CC1=C(C=C(C(=C1)OCC(C)C)C)O 2,5-dimethyl-4-isobutoxyphenol